ClC(C1=NC(=NC(=N1)C(Cl)(Cl)Cl)CC1=CC=2OCOC2C=C1)(Cl)Cl 2,4-bis(trichloromethyl)-6-(piperonyl)-s-triazine